CC1=CSC2=C1C(N(CC21CCC1)C)=O 3',5'-dimethyl-5',6'-dihydro-4'H-spiro[cyclobutane-1,7'-thieno[3,2-c]pyridin]-4'-one